3-triethoxysilylpropyl thiopropionate C(CC)(=S)OCCC[Si](OCC)(OCC)OCC